(1S,2S)-2-fluoro-N-(3-(2-(2,2,2-trifluoroethoxy)pyridin-3-yl)-1H-pyrrolo[2,3-b]pyridin-6-yl)cyclopropane-1-carboxamide F[C@@H]1[C@@H](C1)C(=O)NC1=CC=C2C(=N1)NC=C2C=2C(=NC=CC2)OCC(F)(F)F